(1-((1-(2-(6,6-dimethyl-4,5,6,7-tetrahydro-1H-indazol-3-yl)-1H-indole-6-carbonyl)piperidin-4-yl)methyl)-1,2,3,4-tetrahydroquinolin-6-yl)piperidine-2,6-dione CC1(CCC=2C(=NNC2C1)C=1NC2=CC(=CC=C2C1)C(=O)N1CCC(CC1)CN1CCCC2=CC(=CC=C12)N1C(CCCC1=O)=O)C